ClC1=C(C=C(C=C1)\C(=N/O)\NC(=O)C12CC(C1)(C2)NC(OC(C)(C)C)=O)F (E)-tert-butyl (3-(((4-chloro-3-fluorophenyl)(hydroxyimino)methyl)carbamoyl)bicyclo[1.1.1]pentan-1-yl)carbamate